3-[2,5-bis(difluoromethoxy)phenyl]-1-[[2-[1-[3-(dimethylamino)cyclopentyl]azetidin-3-yl]tetrazol-5-yl]methyl]pyrazol FC(OC1=C(C=C(C=C1)OC(F)F)C1=NN(C=C1)CC=1N=NN(N1)C1CN(C1)C1CC(CC1)N(C)C)F